8-chloro-[1,2,4]triazolo[1,5-a]pyridine-5-carbonitrile ClC=1C=2N(C(=CC1)C#N)N=CN2